FC=1C=C2C(C(NC2=CC1)=O)(C1=CC2=C(OCO2)C=C1OC[C@@H](CC(C)(C)C)O)C1=CC2=C(OCO2)C=C1OC[C@@H](CC(C)(C)C)O 5-fluoro-3,3-bis(6-(((R)-2-hydroxy-4,4-dimethylpentyl)oxy)benzo[d][1,3]dioxol-5-yl)indolin-2-one